Ethyl 2-(butylamino)-2-oxo-acetate C(CCC)NC(C(=O)OCC)=O